(5-amino-8-(1-methyl-6-oxo-1,6-dihydropyridazin-3-yl)-2-(((6-methylpyridin-2-yl)methyl)amino)-[1,2,4]triazolo[1,5-c]pyrimidin-7-yl)benzonitrile NC1=NC(=C(C=2N1N=C(N2)NCC2=NC(=CC=C2)C)C2=NN(C(C=C2)=O)C)C2=C(C#N)C=CC=C2